N1=CN=CC2=NC3=C(N=C12)C=CO3 furopteridine